O=C1N(CCC(N1)=O)CCNC(C1=CC=C(C=C1)OC)=O N-(2-(2,4-dioxotetrahydropyrimidin-1(2H)-yl)ethyl)-4-methoxybenzamide